(7S)-7-Methyl-3-[2-(morpholin-4-yl)ethyl]-2-[2-(2-oxo-1,2-dihydropyridin-1-yl)ethyl]-3H,6H,7H,8H,9H-imidazo[4,5-f]chinolin C[C@@H]1NC2=CC=C3C(=C2CC1)N=C(N3CCN3CCOCC3)CCN3C(C=CC=C3)=O